N,N-dimethyl-2-(methylsulfanyl)-5-[2-(triisopropylsilyl)ethynyl]pyrido[2,3-d]pyrimidin-7-amine CN(C=1C=C(C2=C(N=C(N=C2)SC)N1)C#C[Si](C(C)C)(C(C)C)C(C)C)C